1-(4-(4-butylcyclohexyl)cyclohexyl)-4-ethoxy-2,3-difluorobenzene C(CCC)C1CCC(CC1)C1CCC(CC1)C1=C(C(=C(C=C1)OCC)F)F